5-(3-nitrophenyl)-2H-tetrazol [N+](=O)([O-])C=1C=C(C=CC1)C=1N=NNN1